7-Hydroxy-2-(4-hydroxyphenyl)-3,5-bis{[(2s,3R,4s,5s,6R)-3,4,5-trihydroxy-6-(hydroxymethyl)oxan-2-yl]oxy}-1λ4-benzopyran-1-ylium OC1=CC2=C(C=C(C(=[O+]2)C2=CC=C(C=C2)O)O[C@@H]2O[C@@H]([C@H]([C@@H]([C@H]2O)O)O)CO)C(=C1)O[C@@H]1O[C@@H]([C@H]([C@@H]([C@H]1O)O)O)CO